FC(C(=O)O)(F)F.N[C@H]1C2(CN3N=CC=C31)CCN(CC2)C=2N=CC(=NC2)SC2=C(C(=NC=C2)N2C=C(C=C2)C(=O)N)Cl (S)-1-(4-((5-(4'-amino-4'H,6'H-spiro[piperidine-4,5'-pyrrolo[1,2-b]pyrazol]-1-yl)pyrazin-2-yl)thio)-3-chloropyridin-2-yl)-1H-pyrrole-3-carboxamide (trifluoroacetate)